ethyl (2Z)-3-(4-bromo-2-thienyl)but-2-enoate BrC=1C=C(SC1)\C(=C/C(=O)OCC)\C